C1(CC1)C=1C=C(C(=NC1)C(C)O)C 1-(5-cyclopropyl-3-methylpyridin-2-yl)ethan-1-ol